dimethyl-N,N'-dinitroterephthalamide CC=1C(=C(C(=O)N[N+](=O)[O-])C=CC1C(=O)N[N+](=O)[O-])C